COCC1=C(C=CC=C1)OC(CCC)=O 2-methoxymethyl-phenylbutyrate